ethyl 1-(2-tert-butoxy-2-oxo-ethyl)-3-hydroxy-6-methyl-2-oxo-pyridine-4-carboxylate C(C)(C)(C)OC(CN1C(C(=C(C=C1C)C(=O)OCC)O)=O)=O